FC(C1=CC=C(OC2=CC=C(C=C2)B(O)O)C=C1)(F)F 4-(4-trifluoromethylphenoxy)phenylboronic acid